C(C)(C)(C)N1CCN(CC1)CCN1C[C@H]2N(C=3C(=NN=C(C3)C3=C(C=CC=C3)O)NC2)CC1 tert-butyl-(S)-4-(2-(2-(2-hydroxyphenyl)-5,6,6a,7,9,10-hexahydro-8H-pyrazino[1',2':4,5]pyrazino[2,3-c]pyridazin-8-yl)ethyl)piperazine